C(C)C1(COC1)COCC1=CC=C(C=C1)COCC1(COC1)CC 1,4-bis[(3-ethyl-3-oxetylmethoxy)methyl]benzene